FC1=C(OC2=CC=C(CC=3N=C(OC3C)C3=CC=C(C=C3)C=3C=NC=CC3)C=C2)C=CC=C1 4-(4-(2-fluorophenoxy)benzyl)-5-methyl-2-(4-(pyridin-3-yl)phenyl)oxazole